2-ethyl-1,3-dimethylimidazole C(C)C1N(C=CN1C)C